C(CCCCCCCCCCCCCCCCCC)C1=NC=C(C=C1)CCCCCCCCCCCCCCCCCC 2-nonadecyl-5-octadecylpyridine